(R)-3-((4-((1S,6S)-7,7-difluoro-3-azabicyclo[4.1.0]heptan-6-yl)-2-methylphenyl)amino)piperidine-2,6-dione FC1([C@]2(CCNC[C@@H]12)C1=CC(=C(C=C1)N[C@H]1C(NC(CC1)=O)=O)C)F